NC1=CN=C(N(C1=O)CC(=O)N[C@@H]([C@@H](O)C=1OC(=NN1)C(C)(C)C)C(C)C)C1=CC=CC=C1 2-(5-amino-6-oxo-2-phenyl-1,6-dihydro-pyrimidin-1-yl)-N-[(1R,2R)-1-(5-tert-butyl-1,3,4-oxadiazol-2-yl)-1-hydroxy-3-methylbutan-2-yl]acetamide